2-(1-acetylpiperidin-4-yl)oxazole-5-carboxylic acid ethyl ester C(C)OC(=O)C1=CN=C(O1)C1CCN(CC1)C(C)=O